(((tert-butyldiphenylsilyl)oxy)methyl)-1-(methyl-d3)pyrrolidine [Si](C1=CC=CC=C1)(C1=CC=CC=C1)(C(C)(C)C)OCC1N(CCC1)C([2H])([2H])[2H]